1-[(4-chlorophenyl)methyl]-4-methyl-2-[3-(trifluoromethoxy)phenoxy]-1H,4H,5H,6H,7H,8H-imidazo[4,5-e][1,4]diazepine-6,8-dione ClC1=CC=C(C=C1)CN1C(=NC=2N(CC(NC(C21)=O)=O)C)OC2=CC(=CC=C2)OC(F)(F)F